[O-]CCCC.[O-]CCCC.[O-]CCCC.C(CCC)[Sn+3] butyltin tributoxide